methyl 2-(6-(cyclopropanesulfonylamino) pyrazin-2-yl)-2-fluorobutyrate C1(CC1)S(=O)(=O)NC1=CN=CC(=N1)C(C(=O)OC)(CC)F